2-fluoro-4-iodo-pyridine-3-aldehyde FC1=NC=CC(=C1C=O)I